C(C)C1(OC2=CC=C(C=C2C(C1)=O)C1=NC(=NO1)C=1C=NC=CC1C)CC 2,2-diethyl-6-(3-(4-methylpyridin-3-yl)-1,2,4-oxadiazol-5-yl)chroman-4-one